N-ethyl-2-((4-(((1-((trans-4-(ethylsulfonamido)cyclohexyl)methyl)piperidin-4-yl)methyl)amino)pyrimidin-5-yl)oxy)-5-fluoro-N-isopropylbenzamide C(C)N(C(C1=C(C=CC(=C1)F)OC=1C(=NC=NC1)NCC1CCN(CC1)C[C@@H]1CC[C@H](CC1)NS(=O)(=O)CC)=O)C(C)C